N-(3-chloro-2,4-difluoro-phenyl)-6-(3-methylazetidin-3-yl)quinazolin-4-amine ClC=1C(=C(C=CC1F)NC1=NC=NC2=CC=C(C=C12)C1(CNC1)C)F